3-(1-methyl-7-(2-(4-((1-methyl-1H-imidazol-4-yl)sulfonyl)piperazin-1-yl)-2-oxo-ethoxy)-1H-indazol-3-yl)piperidine-2,6-dione CN1N=C(C2=CC=CC(=C12)OCC(=O)N1CCN(CC1)S(=O)(=O)C=1N=CN(C1)C)C1C(NC(CC1)=O)=O